ClC=1C=C2C(=NC(=NC2=C(C1C1=CC(=CC2=CC=CC=C12)O)F)OCCCN1CCC(CC1)OCC(=O)OC)N1CCN(CC1)C(=O)OC(C)(C)C tert-butyl 4-[6-chloro-8-fluoro-7-(3-hydroxy-1-naphthyl)-2-[3-[4-(2-methoxy-2-oxo-ethoxy)-1-piperidyl]propoxy]quinazolin-4-yl]piperazine-1-carboxylate